CC[C@@]12C=CC[NH+]3[C@@H]1[C@]4(CC3)[C@H]([C@]([C@@H]2OC(=O)C)(C(=O)OC)O)N(C5=C4C=CC(=C5)OC)C The molecule is a vinca alkaloid cation that is the conjugate acid of vindoline; major species at pH 7.3. It is a conjugate acid of a vindoline.